Cis-5-bromo-1-(((E)-2,4-dimethoxybenzylidene)amino)-2,3-dihydro-1H-inden-2-ol BrC=1C=C2C[C@@H]([C@@H](C2=CC1)/N=C/C1=C(C=C(C=C1)OC)OC)O